[Cl-].[Cl-].CC1=C(C(=C(C1(C)[Zr+2]C1C(=CC2=CC=CC=C12)CCCC)C)C)C (pentamethylcyclopentadienyl)(2-butylindenyl)zirconium dichloride